CC1=C(C=CC=C1)S(=O)(=O)N1C=C(C2=CC=CC=C12)C=O 1-(2-methylphenylsulfonyl)-1H-indole-3-carbaldehyde